OC=1C(=CC2=C(C=CN2)C1)O 5,6-dihydroxyl-benzopyrrole